p-aminoanisole-3-sulfonic acid NC1=C(C=C(C=C1)OC)S(=O)(=O)O